C(CCCCCCCCC)N(CCCCCCCCCC)CC N,N-didecylmonoethylamine